N[C@H]1CS(C2=C(N(C1=O)CC1=CC=C(C=C1)Cl)C=C(C(=C2)F)C2=NOC(=N2)C(C)(C)C)(=O)=O (3R)-3-amino-7-(5-tert-butyl-1,2,4-oxadiazol-3-yl)-5-[(4-chlorophenyl)methyl]-8-fluoro-1,1-dioxo-2,3-dihydro-1λ6,5-benzothiazepin-4-one